2-[4-(1,3-benzooxazol-2-yl)naphthalen-1-yl]-1,3-benzooxazol O1C(=NC2=C1C=CC=C2)C2=CC=C(C1=CC=CC=C21)C=2OC1=C(N2)C=CC=C1